FC=1C=NC(=NC1)NC1=CC(=C(C(=C1)OC)OC)OC 5-fluoro-2-[(3,4,5-trimethoxyphenyl)amino]pyrimidin